C1(=CC=CC=C1)S(=O)(=O)NC(=O)N1CCNCC1 N-(phenylsulfonyl)piperazine-1-carboxamide